1-((trans)-4-(4-chlorophenyl)-1-(2,2,2-trifluoroethyl)pyrrolidin-3-yl)-3-(2-phenyl-2,4,5,6-tetrahydrocyclopenta[c]pyrazol-3-yl)urea ClC1=CC=C(C=C1)[C@H]1[C@@H](CN(C1)CC(F)(F)F)NC(=O)NC1=C2C(=NN1C1=CC=CC=C1)CCC2